ethyl-3-methylimidazolium sulfate S(=O)(=O)([O-])[O-].C(C)C=1NC=C[N+]1C.C(C)C=1NC=C[N+]1C